IC=1C2=C(NC1C1=CC=NC3=C1N=C(N=C3)OC)CCOC2=O 3-iodo-2-{2-methoxypyrido[3,2-d]pyrimidin-8-yl}-1H,6H,7H-pyrano[4,3-b]pyrrol-4-one